2-[5-[6,7-dichloro-3-(1H-pyrazol-4-yl)indol-1-yl]isoxazol-3-yl]ethanol ClC1=CC=C2C(=CN(C2=C1Cl)C1=CC(=NO1)CCO)C=1C=NNC1